COC=1C(=C(C=C(C1)CCCCC)O)[C@@H]1C=C(CCC1)C 3-Methoxy-2-[(1S)-3-methylcyclohex-2-en-1-yl]-5-pentylphenol